(1R,2S)-2-(6-ethoxypyridin-3-yl)-1-(2-methoxy-5-methylphenyl)-N-(2-methylquinoline-5-sulfonyl)cyclopropane-1-carboxamide C(C)OC1=CC=C(C=N1)[C@H]1[C@@](C1)(C(=O)NS(=O)(=O)C=1C=2C=CC(=NC2C=CC1)C)C1=C(C=CC(=C1)C)OC